1-(6-(4-fluoro-1H-pyrazol-1-yl)pyridin-3-yl)butane-2,3-dione FC=1C=NN(C1)C1=CC=C(C=N1)CC(C(C)=O)=O